bis(1-naphthyl)-N,N'-diphenyl-1,1'-biphenyl-4,4'-diamine C1(=CC=CC2=CC=CC=C12)C=1C(=C(C=CC1NC1=CC=CC=C1)C1=CC=C(C=C1)NC1=CC=CC=C1)C1=CC=CC2=CC=CC=C12